C(C1=CC=CC=C1)N1C(N(C(C1CCC(=O)NC1=C(C(=O)NO)C=CC=C1)=O)C1=CC=C(C=C1)Cl)=O (3-(3-benzyl-1-(4-chlorophenyl)-2,5-dioxoimidazolin-4-yl)propionylamino)-N-hydroxybenzamide